CC=1C=C2C(=CC(=NC2=CC1)C(F)(F)F)N[C@@H]1C[C@@H](CCC1)NC(C1=CC=C(C=C1)N1N=NN=C1)=O N-[(1R,3S)-3-{[6-methyl-2-(trifluoromethyl)quinolin-4-yl]amino}cyclohexyl]-4-(1H-1,2,3,4-tetrazol-1-yl)benzamide